P(OC1=CC=C(C=C1)CCCCCCCCC)(OCC(CCCC)CC)=O.[Nd] neodymium (p-nonylphenyl) (2-ethylhexyl) phosphonate